C(C)S Ethanthiol